N-(diphenylmethyleneamino)quinolin-6-amine C1(=CC=CC=C1)C(C1=CC=CC=C1)=NNC=1C=C2C=CC=NC2=CC1